(±)-N-(5,6-Dihydro-4H-benzo[f]imidazo[1,2-a]azepin-4-yl)-4-phenoxypicolinamide C1=CN=C2N1C1=C(CC[C@H]2NC(C2=NC=CC(=C2)OC2=CC=CC=C2)=O)C=CC=C1 |r|